CN([C@H](CCN)C1=CSC=C1)C (R)-N1,N1-dimethyl-1-(thiophen-3-yl)propane-1,3-diamine